COCCS(=O)(C)=NC1=CC(=NC2=C(N=CC=C12)C1=CC=NN1)N1[C@@H](COCC1)C 4-{[(2-methoxyethyl)(methyl)oxido-λ6-sulfanylidene]amino}-2-[(3R)-3-methylmorpholin-4-yl]-8-(1H-pyrazol-5-yl)-1,7-naphthyridine